N-(dibenzo[b,d]furan-2-ylmethyl)-2-methylpropan-2-sulfinamide C1=C(C=CC=2OC3=C(C21)C=CC=C3)CNS(=O)C(C)(C)C